6-((1H-pyrazolo[3,4-b]pyridin-5-yl)methyl)-N-(3-(trifluoromethyl)phenyl)-4,5,6,7-tetrahydrothieno[2,3-c]pyridine-3-carboxamide N1N=CC=2C1=NC=C(C2)CN2CC1=C(CC2)C(=CS1)C(=O)NC1=CC(=CC=C1)C(F)(F)F